3-(4-(2H-tetrazol-5-yl)piperidin-1-yl)-2-(7-fluorobenzofuran-5-yl)-5-(3,3,3-trifluoropropyl)pyrazine N=1NN=NC1C1CCN(CC1)C=1C(=NC=C(N1)CCC(F)(F)F)C=1C=C(C2=C(C=CO2)C1)F